6-(3-methyl-1H-pyrazol-5-yl)-4-morpholino-2-(4-phenylpyrazol-1-yl)furo[3,2-d]pyrimidine CC1=NNC(=C1)C1=CC=2N=C(N=C(C2O1)N1CCOCC1)N1N=CC(=C1)C1=CC=CC=C1